FC=1C=C(C2=C(C(=C(O2)[C@H](C(F)(F)F)NC(NC2=CC(=CC=C2)CNS(=O)(=O)C)=O)C)C1)F 3-[(1R)-1-(5,7-difluoro-3-methyl-1-benzofuran-2-yl)-2,2,2-trifluoroethyl]-1-[3-(methanesulfonamidomethyl)phenyl]urea